N-{4-[2-(2-chlorophenyl)acetylamino]pyridin-2-yl}-N-(3-cyano-5-methylphenyl)acetamide ClC1=C(C=CC=C1)CC(=O)NC1=CC(=NC=C1)N(C(C)=O)C1=CC(=CC(=C1)C)C#N